7,7-difluorospiro[2.5]octan-4-one FC1(CCC(C2(CC2)C1)=O)F